C(C1=CC=CC=C1)OC=1C=CC(=NC1F)[C@@H](CN1C[C@H]2[C@@](C1)([C@@H]([C@@H](C2)OC2=CC=CC=C2)O)O)O (3aR,4R,5R,6aS)-2-((R)-2-(5-(benzyloxy)-6-fluoropyridin-2-yl)-2-hydroxyethyl)-5-phenoxyhexahydrocyclopenta[c]pyrrole-3a,4(1H)-diol